FC=1C=NC=CC1C1=CC=2C(NCCC2N1C)=O 2-(3-fluoropyridin-4-yl)-1-methyl-5H,6H,7H-pyrrolo[3,2-c]Pyridin-4-one